C1(=CC=CC=C1)NC1=NC=2N(C=N1)N=CC2C#N 2-(phenylamino)pyrazolo[1,5-a][1,3,5]triazine-8-carbonitrile